[AlH2]S(=O)(=O)O alumina-methanesulfonic acid